Cl.ClC1=CC=C(C[C@H]2CO[C@H](CN2C2CCC(CC2)C=2SC(=C(N2)C)C)C=2N=NN(C2)CC(=O)O)C=C1 2-(4-((2R,5S)-5-(4-chlorobenzyl)-4-(4-(4,5-dimethylthiazol-2-yl)cyclohexyl)morpholin-2-yl)-1H-1,2,3-triazol-1-yl)acetic acid hydrochloride